4-benzenediethylamine hydroiodic acid salt I.C1(=CC=C(C=C1)CCN)CCN